FC1=C(C(=O)NC2=CC(=NC=C2)O)C(=CC=C1C(F)(F)F)C1CCOC2=CC(=CC=C12)C(F)(F)F 2-fluoro-N-(2-hydroxypyridin-4-yl)-3-(trifluoromethyl)-6-(7-(trifluoromethyl)chroman-4-yl)benzamide